Ethyl 6-(N-(6-((6-(benzo[d]thiazol-2-ylamino)-5-methylpyridazin-3-yl)(methyl)amino)-3-(5-methyl-1-neopentyl-1H-pyrazol-4-yl)picolinoyl)sulfamoyl)hexanoate S1C(=NC2=C1C=CC=C2)NC2=C(C=C(N=N2)N(C2=CC=C(C(=N2)C(=O)NS(=O)(=O)CCCCCC(=O)OCC)C=2C=NN(C2C)CC(C)(C)C)C)C